cis-Nerolidol CC(=CCC/C(=C\CCC(C)(C=C)O)/C)C